C(C)[C@@H](COC(CCSC1=C(C=C(C=C1)C)O)=O)CCCC.NC1=C(C=C(C=C1)Br)C(C)=O |r| 1-(2-amino-5-bromo-phenyl)ethanone (RS)-2-Ethylhexyl-3-((2-hydroxy-4-methylphenyl)thio)propanoate